CC=1C=C(C=CC1CC1=CC2=C(N(C=N2)C)C=C1)NC1=NC=NC2=CC=C(C=C12)N1C(C(CC1)=C)=O 1-[4-({3-methyl-4-[(1-methyl-1,3-benzodiazol-5-yl)methyl]phenyl}amino)quinazolin-6-yl]-3-methylidenepyrrolidin-2-one